[2H]C(N1[C@H]([C@@H](CC1)O)C)(C1=CC=CC=C1)[2H] (2S,3R)-1-(dideutero(phenyl)methyl)-2-methylpyrrolidin-3-ol